O1C(OCC1)C1CCC(CC1)C=1C=NN2C1C=C(C=C2)B2OC(C(O2)(C)C)(C)C 3-(4-(1,3-dioxolane-2-yl)cyclohexyl)-5-(4,4,5,5-tetramethyl-1,3,2-dioxaborolane-2-yl)Pyrazolo[1,5-a]pyridine